[O-]C#N cyanate